ketodihydroxyacetone phosphate P(=O)(O)(O)O.O=CC(=O)C(O)O